2,3,6,7,10,11-hexa(pentylthio)triphenylene C(CCCC)SC1=CC=2C3=CC(=C(C=C3C3=CC(=C(C=C3C2C=C1SCCCCC)SCCCCC)SCCCCC)SCCCCC)SCCCCC